Methyl (E)-5-(5-(3-(4-cyanophenyl)-3-oxoprop-1-en-1-yl)furan-2-yl)-2-hydroxybenzoate C(#N)C1=CC=C(C=C1)C(/C=C/C1=CC=C(O1)C=1C=CC(=C(C(=O)OC)C1)O)=O